zinc cadmium lead bismuth [Bi].[Pb].[Cd].[Zn]